FC1=C(C(=C(C(=C1F)F)F)F)OC(=O)C=1NC2=CC(=C(C=C2C1)CP(=O)(OCC)OCC)F 5-((diethoxyphosphoryl)methyl)-6-fluoro-1H-indole-2-carboxylic acid perfluorophenyl ester